NC=1N2C(C=3N(C(N(C3N1)CCN1CCN(CC1)C1=C(C=C(C(=O)N(C)CCN(C)C)C=C1)F)=O)C)=CC(=N2)C=2OC=CC2 4-(4-(2-(5-amino-8-(furan-2-yl)-1-methyl-2-oxo-1H-pyrazolo[5,1-i]purin-3(2H)-yl)ethyl)piperazin-1-yl)-N-(2-(dimethylamino)ethyl)-3-fluoro-N-methylbenzamide